4-chloro-1-(1-(3-(5-methoxypyridin-3-yl)-1,2,4-oxadiazol-5-yl)ethyl)pyridin-2(1H)-one ClC1=CC(N(C=C1)C(C)C1=NC(=NO1)C=1C=NC=C(C1)OC)=O